E-1,1,1,2,3,4,5,5,5-nonafluoro-4-(trifluoromethyl)-2-pentene FC(/C(=C(/C(C(F)(F)F)(C(F)(F)F)F)\F)/F)(F)F